ClC1=C(C(=CC=C1)Cl)N1N=C(C(=C1)NC1=CC=C(C=C1)N1N=NC=C1C(F)(F)F)C(=O)N 1-(2,6-dichlorophenyl)-4-((4-(5-(trifluoromethyl)-1H-1,2,3-triazol-1-yl)phenyl)amino)-1H-pyrazole-3-carboxamide